C(C)(CC)N1C2=NC(=NC(=C2N=C1)N[C@H]1[C@@H](C1)C1=CC(=C(C=C1)F)F)SCCC 9-(sec-butyl)-N-((1r,2s)-2-(3,4-difluorophenyl)cyclopropyl)-2-(propylsulfanyl)-9H-purin-6-amine